tert-butyl 2-formyl-6,7-dihydropyrazolo[1,5-a]pyrazine-5(4H)-carboxylate C(=O)C1=NN2C(CN(CC2)C(=O)OC(C)(C)C)=C1